3,5-dibromo-2-fluoropyridine BrC=1C(=NC=C(C1)Br)F